C1(=CC(=CC=C1)C(=O)O)C(=O)O.C1(CC1)C1=C(C=CC=C1)[C@H]1N(CCC1)C1CC2(C1)CCN(CC2)C2=CC=C(C(=O)N)C=C2 4-(2-((S)-2-(2-cyclopropylphenyl)pyrrolidin-1-yl)-7-azaspiro[3.5]Nonan-7-yl)benzamide 1,3-benzenedicarboxylate